O[C@H](C=O)[C@@H]([C@@H]([C@@H](CO)O)O)O (2S,3R,4R,5R)-2,3,4,5,6-pentahydroxyhexanal